2-fluoromethyl-2-norbornene FCC=1C2CCC(C1)C2